Bis(1,1-Dimethylethylsulfonyl)diazomethan CC(C)(S(=O)(=O)C(=[N+]=[N-])S(=O)(=O)C(C)(C)C)C